(4-(1H-imidazol-4-yl)phenyl)-N-(3,5-dimethoxybenzyl)-2-oxo-2H-chromen-3-carboxamide hydrochloride Cl.N1C=NC(=C1)C1=CC=C(C=C1)C1=C(C(OC2=CC=CC=C12)=O)C(=O)NCC1=CC(=CC(=C1)OC)OC